4-[5-({1-[(2E)-2-(aminomethyl)-3-fluoroprop-2-en-1-yl]-5-oxo-1,5-dihydro-4H-1,2,4-triazol-4-yl}methyl)thiophen-2-yl]-N-cyclopropylbenzenesulfonamide NC/C(/CN1N=CN(C1=O)CC1=CC=C(S1)C1=CC=C(C=C1)S(=O)(=O)NC1CC1)=C\F